C(CCCC(=O)OCCCCCCCCCCCCCC)(=O)OC[C@]1(O[C@H](C[C@@H]1O)N1C2=NC(=NC(=C2N=C1)N)F)C#C ((2R,3S,5R)-5-(6-amino-2-fluoro-9H-purin-9-yl)-2-ethynyl-3-hydroxy-tetra-hydrofuran-2-yl)methyl tetradecyl glutarate